[Na+].CN(CCS(=O)(=O)[O-])C(CCCCCCC\C=C/CCCCCCCC)=O N-methyl-N-oleoyl-taurine sodium salt